OC=1C=C(C=CC1)C=1C=C2N(C=CN=C2C2=CC(=C(C(=C2)OC)OC)OC)C1 7-(3-hydroxyphenyl)-1-(3,4,5-trimethoxyphenyl)pyrrolo[1,2-a]pyrazine